ClC=1C=C(C=CC1OC)C1=CC=NC=2N1N=C(C2)C(=O)NC2=CC=C(C(=O)OC)C=C2 methyl 4-(7-(3-chloro-4-methoxyphenyl)pyrazolo[1,5-a]pyrimidine-2-carboxamido)benzoate